ClC=1C=C2C(=CC(=NC2=CC1)C(F)(F)F)N[C@@H]1C[C@@H](CCC1)NC(C1=CC(=CC=C1)N(S(=O)(=O)C)C)=O N-[(1R,3S)-3-{[6-chloro-2-(trifluoromethyl)quinolin-4-yl]amino}cyclohexyl]-3-(N-methylmethanesulfonamido)benzamide